C(C1=CC=CC=C1)N1CCC(CC1)CCNC(=O)C1CCN(CC1)C1=CC=C(C=C1)F N-[2-(1-benzylpiperidin-4-yl)ethyl]-1-(4-fluorophenyl)piperidine-4-carboxamide